(3-(6-(1H-benzo[d]imidazol-2-yl)pyridinoyl)-3-azabicyclo[3.1.0]hex-6-yl)-6-methyl-1H-indole-2-carboxamide N1C(=NC2=C1C=CC=C2)C2=CC=CC(=N2)C(=O)N2CC1C(C1C2)N2C(=CC1=CC=C(C=C21)C)C(=O)N